C(C)[Ge](C=C)(CC)CC triethyl-(vinyl)germane